Dihydrochromene O1CCCC2=CC=CC=C12